benzyl 6,11-dioxo-2',3',4,5,5',6,6',11-octahydrospiro[naphtho[2,3-d]azepine-2,4'-pyran]-3(1H)-carboxylate O=C1C2=CC=CC=C2C(C=2CC3(CCOCC3)N(CCC21)C(=O)OCC2=CC=CC=C2)=O